5-(tert-butyl)-3-(4-nitrophenyl)isoxazole C(C)(C)(C)C1=CC(=NO1)C1=CC=C(C=C1)[N+](=O)[O-]